[K+].N[C@@H](CCSC)C(=O)[O-] methionine potassium salt